NC1=C(C2=C(S1)CCCC2(C)C2=NC(=NO2)C2=NC(=NC(=C2)O)O[C@@H](C)[C@H]2N(CCC2)C)C#N amino-4-(3-(6-hydroxy-2-((S)-1-((S)-1-methylpyrrolidin-2-yl)ethoxy)pyrimidin-4-yl)-1,2,4-oxadiazol-5-yl)-4-methyl-4,5,6,7-tetrahydrobenzo[b]thiophene-3-carbonitrile